OC(C1=NN(C=C1)C1CCN(CC1)C(=O)OC(C)(C)C)C1=CC=C(C=C1)C(F)(F)F tert-butyl 4-(3-(hydroxy (4-(trifluoromethyl)phenyl)methyl)-1H-pyrazol-1-yl)piperidine-1-carboxylate